N(=[N+]=[N-])CCOCCOCCOC1O[C@@H]([C@H]([C@@H]([C@@H]1O)O)O)CO[Si](C)(C)C(C)(C)C (3S,4S,5S,6R)-2-(2-(2-(2-azidoethoxy)ethoxy)ethoxy)-6-(((tert-butyldimethylsilyl)oxy)methyl)tetrahydro-2H-pyran-3,4,5-triol